CN1[C@@H](CCC1)C(=O)O L-N-methylproline